2-Chloro-5-(3-(((1-cyclohexyl-1H-tetrazol-5-yl)methyl)(methyl)amino)-1,2,4-oxadiazol-5-yl)phenol ClC1=C(C=C(C=C1)C1=NC(=NO1)N(C)CC1=NN=NN1C1CCCCC1)O